FC1=CC=C(C=C1)C(C1CCN(CC1)C(=O)N1C[C@@H]2[C@@H](OCC(N2)=O)CC1)OC1=NN(C(=C1)C(F)(F)F)C (4aR,8aS)-6-(4-((4-Fluorophenyl)((1-methyl-5-(trifluoromethyl)-1H-pyrazol-3-yl)oxy)methyl)piperidine-1-carbonyl)hexahydro-2H-pyrido[4,3-b][1,4]oxazin-3(4H)-one